C(C)(C)(CC(C)(C)C)NC(C)(C)CC(C)(C)C di-tert-octyl-amine